4-(piperidin-4-yl)butan-1-amine N1CCC(CC1)CCCCN